ClC=1C=C2C=NC(=NC2=CC1N1CCN(CC1)[C@@]1([C@@H](COC1)O)C)NC=1C=NN(C1C)C1CC1 |o1:17,18| (3S,4S) or (3R,4R)-4-(4-{6-chloro-2-[(1-cyclopropyl-5-methyl-1H-pyrazol-4-yl)amino]quinazolin-7-yl}piperazin-1-yl)-4-methyloxolan-3-ol